3-ethyl-3-(((3-ethyloxetan-3-yl)methoxy)methyl)oxetan C(C)C1(COC1)COCC1(COC1)CC